(±)-2-(dodecylsulfinyl)octan-4-one C(CCCCCCCCCCC)S(=O)C(C)CC(CCCC)=O